C(C)(C)(C)C1=CC=C(C=C1)/N=C(\C)/C=1C=NC=CC1 (E)-N-(4-tert-butylphenyl)-1-(3-pyridyl)ethanimine